1-methyl-6-(4,4,5,5-tetramethyl-1,3,2-dioxaborolan-2-yl)-1H-indole CN1C=CC2=CC=C(C=C12)B1OC(C(O1)(C)C)(C)C